C1(CC1)NC(=O)C1CCC=2N(C1)N=CC2C2=C1CNC(C1=C(C=C2)NC2=NC=C(C=C2)N2CCC(CC2)O)=O N-cyclopropyl-3-[7-[[5-(4-hydroxy-1-piperidyl)-2-pyridyl]amino]-1-oxo-isoindolin-4-yl]-4,5,6,7-tetrahydropyrazolo[1,5-a]pyridine-6-carboxamide